ClC=1C=CC2=C(N=C(O2)C2CC3(CC(C3)NC(=O)C3=CC(=NC=C3)N3CCS(CC3)(=O)=O)C2)C1 N-[6-(5-chloro-1,3-benzoxazol-2-yl)spiro[3.3]heptan-2-yl]-2-(1,1-dioxo-1,4-thiazinan-4-yl)pyridine-4-carboxamide